NC=1C=CC(=C(C(=O)N[C@H](C)C2=CC=CC3=CC=CC=C23)C1)C 5-amino-2-methyl-N-[(1R)-1-(1-naphthalenyl)ethyl]benzamide